N1C2=C(CCCC1=O)C=NC=C2 1,3,4,5-tetrahydropyrido[4,3-b]azepin-2-one